4-bromo-5-(methoxycarbonyl)-2-methylpyridine 1-oxide BrC1=CC(=[N+](C=C1C(=O)OC)[O-])C